O1[C@@H](CC1)CN1C(=NC2=C1C=C(C=C2)C(=O)[O-])CN2CCC(CC2)C2=NC(=CC=C2)OCC2=CC=C1C=NN(C1=C2)C2COC2 (S)-1-(oxetan-2-ylmethyl)-2-((4-(6-((1-(oxetan-3-yl)-1H-Indazol-6-yl)methoxy)pyridin-2-yl)piperidin-1-yl)methyl)-1H-benzo[d]imidazole-6-carboxylate